FC1=CC=C2C(=CNC2=C1)CCNC(=O)[C@H]1OCCC1 (S)-N-(2-(6-fluoro-1H-indol-3-yl)ethyl)tetrahydrofuran-2-carboxamide